1-(4-((4-((4-bromo-3-chlorophenyl)amino)pyrido[3,2-d]pyrimidin-6-yl)-amino)piperidin-1-yl)prop-2-en-1-one BrC1=C(C=C(C=C1)NC=1C2=C(N=CN1)C=CC(=N2)NC2CCN(CC2)C(C=C)=O)Cl